isopropyl-(tert-butoxycarbonyl)serine C(C)(C)N([C@@H](CO)C(=O)O)C(=O)OC(C)(C)C